4-amino-(3-fluorophenyl)-((5-(4-methoxy-3-methylphenyl)thiophen-2-yl)methyl)benzamide NC1=C(C(=C(C(=O)N)C=C1)CC=1SC(=CC1)C1=CC(=C(C=C1)OC)C)C1=CC(=CC=C1)F